tert-butyl (E)-3-(1-cyano-2-ethoxy-2-oxo-1-((4-phenoxyphenyl)diazenyl)ethyl)pyrrolidine-1-carboxylate C(#N)C(C(=O)OCC)(\N=N\C1=CC=C(C=C1)OC1=CC=CC=C1)C1CN(CC1)C(=O)OC(C)(C)C